Cl[Ir](C1(C(=C(C(=C1C)C)C)C)C)Cl dichloro(pentamethylcyclopentadienyl)-iridium